6-bromo-7-(methoxymethoxy)quinazoline BrC=1C=C2C=NC=NC2=CC1OCOC